C1(CC1)C1=CC=C(C=C1)[C@H]1[C@@H](C1)C=1C=2N(N=C(C1)C=1C(NC(NC1)=O)=O)C=CN2 5-(8-((1R,2R)-2-(4-cyclopropylphenyl)cyclopropyl)imidazo[1,2-b]pyridazin-6-yl)pyrimidine-2,4(1H,3H)-dione